COC1=C(C=C(C=C1)NCCO)N 1-methoxy-2-amino-4-(2-hydroxyethylamino)benzene